C(C)(C)(C)OC(NCC(C1=CC=CC=C1)=NO)=O (2-Hydroxyimino-2-phenyl-ethyl)-carbamic acid tert-butyl ester